CC(CO)CCCC(CCCC(CO)C)C 2,6,10-trimethyl-1,11-undecanediol